C[C@@H]1N(CC1)C=1N=C(C2=C(N1)CCC2)C=2C=C(C=CC2)[C@H]2[C@@H](C2)C#N |o1:1| trans-2-[3-[2-[rel-(2S)-2-methylazetidin-1-yl]-6,7-dihydro-5H-cyclopenta[d]pyrimidin-4-yl]phenyl]cyclopropanecarbonitrile